C1(CC1)C(=O)N1[C@H]2CC(C[C@@H]1CC2)N2N=CC(=C2)NC2=NC=C(C(=N2)C2=CC=C(C(=O)O)C=C2)C 4-(2-((1-((1R,3r,5S)-8-(cyclopropanecarbonyl)-8-azabicyclo[3.2.1]octan-3-yl)-1H-pyrazol-4-yl)amino)-5-methylpyrimidin-4-yl)benzoic Acid